FC(C1CN(C1)C1=NC=C(C=N1)C1CNC1)(F)F 3-[2-[3-(trifluoromethyl)azetidin-1-yl]pyrimidin-5-yl]azetidine